C1(CC1)N1C(=NN=C1)C1=CC=CC(=N1)NC(=O)NC=1SC=2CCC(NC2N1)S(=O)(=O)C 1-(6-(4-cyclopropyl-4H-1,2,4-triazol-3-yl)pyridin-2-yl)-3-(5-(methylsulfonyl)-4,5,6,7-tetrahydrothiazolo[5,4]pyridin-2-yl)urea